N=1SN=C2C1C(=CC=C2C2=CC=C(C=O)C=C2)C2=CC=C(C=O)C=C2 4,4'-(benzo[c][1,2,5]thiadiazole-4,7-diyl)dibenzoaldehyde